5-(2-allyloxyethoxy)-3-(1-allylpyrazol-4-yl)-1-tetrahydropyran-2-yl-indazole C(C=C)OCCOC=1C=C2C(=NN(C2=CC1)C1OCCCC1)C=1C=NN(C1)CC=C